5-[1-(2,2-dimethylbutyl)-1H-pyrazol-4-yl]-6-imidazo[1,2-a]pyridin-7-ylpyridine-2-carbonitrile CC(CN1N=CC(=C1)C=1C=CC(=NC1C1=CC=2N(C=C1)C=CN2)C#N)(CC)C